C(C)C=1C=CC=C2C=CC=C(C12)N1CC=2N=C(N=C(C2CC1)C(=O)OC)OCC12CCCN2CCC1 methyl 7-(8-ethylnaphthalen-1-yl)-2-((hexahydro-1H-pyrrolizin-7a-yl)methoxy)-5,6,7,8-tetrahydropyrido[3,4-d]pyrimidine-4-carboxylate